(S)-2-fluoro-1-phenylethyl (4-(3-fluoro-6-methyl-5-(methylsulfonamido)pyridin-2-yl)-1-methyl-1H-1,2,3-triazol-5-yl)carbamate FC=1C(=NC(=C(C1)NS(=O)(=O)C)C)C=1N=NN(C1NC(O[C@H](CF)C1=CC=CC=C1)=O)C